The molecule is a three-membered deoxy oligosaccharide which has a 6-deoxy-N-acetyl-D-glucosamine unit at the reducing end with an alpha-D-galactosyl-(1->3)-beta-D-galactosyl group attached at the 4-position. It is an amino trisaccharide, a deoxy oligosaccharide derivative and a glucosamine oligosaccharide. C[C@@H]1[C@H]([C@@H]([C@H](C(O1)O)NC(=O)C)O)O[C@H]2[C@@H]([C@H]([C@H]([C@H](O2)CO)O)O[C@@H]3[C@@H]([C@H]([C@H]([C@H](O3)CO)O)O)O)O